bis(6-methyl-4-phenylpyrimidinate) iridium (iii) [Ir+3].CC1=CC(=NC(=N1)C(=O)[O-])C1=CC=CC=C1.CC1=CC(=NC(=N1)C(=O)[O-])C1=CC=CC=C1